4-(6-chloro-3-((1-(3-ethyl-4,7-dimethyl-5-oxo-4,5-dihydro-3H-pyrazolo[3,4-c]isoquinolin-9-yl)ethyl)amino)pyridin-2-yl)-2-fluoro-N-methylbenzamide ClC1=CC=C(C(=N1)C1=CC(=C(C(=O)NC)C=C1)F)NC(C)C=1C=2C3=C(N(C(C2C=C(C1)C)=O)C)N(N=C3)CC